(2r,5s)-2,5-dimethyl-1-(1-(3-(trifluoromethyl)bicyclo[1.1.1]pent-1-yl)propyl)piperazine TFA salt OC(=O)C(F)(F)F.C[C@H]1N(C[C@@H](NC1)C)C(CC)C12CC(C1)(C2)C(F)(F)F